2-[[2-(carboxymethylaminoformyloxy)-3-hydroxy-propoxy]carbonylamino]acetic acid C(=O)(O)CNC(=O)OC(COC(=O)NCC(=O)O)CO